ClC=1C=NC=C(C1C(C)OC=1C=C2C(=NNC2=CC1)C(=O)NC1=CC=C(C=C1)N1CCN(CC1)CC)Cl 5-(1-(3,5-Dichloropyridin-4-yl)ethoxy)-N-(4-(4-Ethylpiperazin-1-yl)phenyl)-1H-Indazol-3-Carboxamid